N,N-bis(2-hydroxyethyl)propionamide OCCN(C(CC)=O)CCO